CC=1OC=CCC1 2-methyl-4H-pyran